(S)-3-(3-(4-hydroxy-1-methyl-2-oxo-1,2-dihydropyridin-3-yl)ureido)-3-(6-methoxy-4'-(trifluoromethoxy)biphenyl-3-yl)propanoic acid OC1=C(C(N(C=C1)C)=O)NC(N[C@@H](CC(=O)O)C=1C=C(C(=CC1)OC)C1=CC=C(C=C1)OC(F)(F)F)=O